2-(2-amino-6-((4-aminophenyl)amino)-9H-purin-9-yl)-N-(2-methyloxazol-4-yl)acetamide NC1=NC(=C2N=CN(C2=N1)CC(=O)NC=1N=C(OC1)C)NC1=CC=C(C=C1)N